OC1=CC=C(C=C1)C(=C(CC)C1=CC=C(C=C1)O)C1=CC=C(C=C1)N1CCC(CC1)CN1C(C(N(C(C1([2H])[2H])([2H])[2H])C=1C(=C2C(N(C(C2=C(C1F)F)=O)C1C(NC(CC1)=O)=O)=O)F)([2H])[2H])([2H])[2H] 5-(4-((1-(4-(1,2-bis(4-hydroxyphenyl)but-1-en-1-yl)phenyl)piperidin-4-yl)methyl)piperazin-1-yl-2,2,3,3,5,5,6,6-d8)-2-(2,6-dioxopiperidin-3-yl)-4,6,7-trifluoroisoindoline-1,3-dione